[Si](C)(C)(C(C)(C)C)OCCN1N=C(C=C1C(=O)OC)OC(C)C methyl 2-[2-[tert-butyl(dimethyl)silyl]oxyethyl]-5-isopropoxy-pyrazole-3-carboxylate